1-[2-(5-chloro-2-pyridyl)-5-[1,2,2,2-tetrafluoro-1-(trifluoromethyl)ethyl]sulfanyl-1,2,4-triazol-3-yl]ethanamine ClC=1C=CC(=NC1)N1N=C(N=C1C(C)N)SC(C(F)(F)F)(C(F)(F)F)F